O1COCC1 dioxoLane